2-bromo-4'-chloro-3-iodo-1,1'-biphenyl BrC1=C(C=CC=C1I)C1=CC=C(C=C1)Cl